C(C)N(C(C(C(F)F)(F)F)=O)CC N,N-diethyl-tetrafluoro-propanamide